ClC1=C(C2=CC(=C(N)C=C2)C(CC(=O)O)NC(=O)NC=2C(N(C=C(C2O)C)C)=O)C=CC(=C1Cl)N 3-(2',3'-dichlorobenzidin-3-yl)-3-(3-(4-hydroxy-1,5-dimethyl-2-oxo-1,2-dihydropyridin-3-yl)ureido)propanoic acid